C12(CC3CC(CC(C1)C3)C2)CC(=O)NCCCCCCCCCCCCN2CCN(CC2)C2=CC(=C(C=C2)[N+](=O)[O-])OC 2-((3R,5R,7R)-adamantan-1-yl)-N-(12-(4-(3-methoxy-4-nitrophenyl)piperazin-1-yl)dodecyl)acetamide